ClC=1C=CC2=C(NC(N(C2)CC2=CC(=C(C=C2)OC)OC)=O)N1 7-chloro-3-(3,4-dimethoxybenzyl)-3,4-dihydropyrido[2,3-d]pyrimidin-2(1H)-one